(S)-N-ethyl-2-methyl-N-(2,2,2-trifluoro-1-(4-fluorophenyl)ethyl)pyrimidine-5-sulfonamide C(C)N(S(=O)(=O)C=1C=NC(=NC1)C)[C@H](C(F)(F)F)C1=CC=C(C=C1)F